(3,5-dichloro-4-((4'-methyl-2'-oxospiro[cyclopropane-1,3'-indolin]-5'-yl)oxy)phenyl)boronic acid ClC=1C=C(C=C(C1OC=1C(=C2C3(C(NC2=CC1)=O)CC3)C)Cl)B(O)O